OC[C@@H](CC(=O)O)OC1=CC(=CC(=C1)C(N[C@H](C)C=1C=NC(=NC1)C(F)(F)F)=O)C=1SC(=CN1)C (3R)-4-hydroxy-3-[3-(5-methyl-1,3-thiazol-2-yl)-5-({(1R)-1-[2-(trifluoromethyl)pyrimidin-5-yl]ethyl}carbamoyl)phenoxy]butanoic acid